CC1=CC=CC(=N1)C=1C(=C2N(N1)CCC2)C2=CC=NC1=CC=C(C=C21)O 4-(2-(6-methylpyridin-2-yl)-5,6-dihydro-4H-pyrrolo[1,2-b]pyrazol-3-yl)quinolin-6-ol